NC1=NC=NN2C1=C(C=C2C2=NN(C(=C2)CN(C)C)C)C2=CC(=C(C=C2)NC(OC(C)(C)C)=O)OC tert-Butyl (4-(4-amino-7-(5-((dimethylamino)methyl)-1-methyl-1H-pyrazol-3-yl)pyrrolo[2,1-F][1,2,4]triazin-5-yl)-2-methoxyphenyl)carbamate